tert-butyl (S)-2-((S)-1-((4-((5-fluoroquinolin-6-yl)amino)-7-(1-methyl-1H-pyrazol-4-yl)quinazolin-5-yl)oxy)ethyl)pyrrolidine-1-carboxylate FC1=C2C=CC=NC2=CC=C1NC1=NC=NC2=CC(=CC(=C12)O[C@@H](C)[C@H]1N(CCC1)C(=O)OC(C)(C)C)C=1C=NN(C1)C